ClC=1C(=NC(=NC1)NC1=CC=C(C=C1)CN1CCOCC1)NC1=C(C=CC=C1)C(=O)N1CCC(CC1)CO (2-((5-chloro-2-(4-morpholinomethylanilino)pyrimidin-4-yl)amino)phenyl)-4-hydroxymethylpiperidin-1-yl-methanone